C[SiH](F)F methyl-difluorosilane